C(C)(C)(C)N1CC=C(C=C1)NC(CC1=CC=C(C=C1)C)=O N-tert-Butyl-4-[[2-(p-tolyl)acetyl]amino]pyridine